3,5-di(9H-carbazole-9-yl)-2,4,6-tri(3,6-di-tert-butyl-9H-carbazole-9-yl)benzonitrile C1=CC=CC=2C3=CC=CC=C3N(C12)C=1C(=C(C#N)C(=C(C1N1C2=CC=C(C=C2C=2C=C(C=CC12)C(C)(C)C)C(C)(C)C)N1C2=CC=CC=C2C=2C=CC=CC12)N1C2=CC=C(C=C2C=2C=C(C=CC12)C(C)(C)C)C(C)(C)C)N1C2=CC=C(C=C2C=2C=C(C=CC12)C(C)(C)C)C(C)(C)C